N-[(2S)-3-Fluoro-2-hydroxypropyl]-3-oxo-2-(pyridin-3-yl)-6-[4-(trifluoromethyl)phenyl]-2,3-dihydropyridazine-4-carboxamide FC[C@H](CNC(=O)C=1C(N(N=C(C1)C1=CC=C(C=C1)C(F)(F)F)C=1C=NC=CC1)=O)O